F.CN(C(=O)NCCC)C N,N-dimethyl-propylurea hydrogen fluoride